thiophenylsuccinimide S1C(=CC=C1)C1C(=O)NC(C1)=O